tert-butyl (S)-10-((4-(2-fluorophenyl)-6-oxopyrimidin-1(6H)-yl)methyl)-7-azaspiro[4.5]decane-7-carboxylate FC1=C(C=CC=C1)C=1N=CN(C(C1)=O)C[C@H]1CCN(CC12CCCC2)C(=O)OC(C)(C)C